(3-{tert-butyl}phenyl)magnesium bromide C(C)(C)(C)C=1C=C(C=CC1)[Mg]Br